FC=1C=C(OCCCC(C(=O)N2CCN(CC2)CC2=CC=C(C(=O)O)C=C2)(C)C)C=CC1F 4-((4-(5-(3,4-difluorophenoxy)-2,2-dimethylpentanoyl)piperazin-1-yl)methyl)benzoic acid